9-(4-(2,4,6-tri-tert-butylphenyl)pyridin-2-yl)-9H-carbazol-2-ol C(C)(C)(C)C1=C(C(=CC(=C1)C(C)(C)C)C(C)(C)C)C1=CC(=NC=C1)N1C2=CC=CC=C2C=2C=CC(=CC12)O